1-ethyl-3-(hydrazinomethylene)-6-(6-oxo-1,4,5,6-tetrahydropyridazin-3-yl)indolin-2-one C(C)N1C(C(C2=CC=C(C=C12)C1=NNC(CC1)=O)=CNN)=O